C(C)(C)(C)OC(=O)N[C@H]1C[C@H](C[C@@H]2N(C1=O)[C@@H](CC2)C(=O)OC)C methyl (3S,6S,8R,9aR)-6-((tert-butoxycarbonyl) amino)-8-methyl-5-oxooctahydro-1H-pyrrolo[1,2-a]azepine-3-carboxylate